C(C)(C)(C)NC(CN1CC2(C1)CN(C2)CC(=O)NC2=CC(=CC(=C2)Cl)Cl)=O 2-[2-[2-(tert-butylamino)-2-oxo-ethyl]-2,6-diazaspiro[3.3]heptan-6-yl]-N-(3,5-dichlorophenyl)acetamide